1-[7-bromo-6-chloro-8-fluoro-2-({[1-(3,4,5-trifluorophenyl)octahydrocyclopenta[1,2-a][5]annulene-3a-yl]methyl}oxy)quinazolin-4-yl]-4-methylazepan-4-ol BrC1=C(C=C2C(=NC(=NC2=C1F)OCC12C(CCC1)C(CC2)C2=CC(=C(C(=C2)F)F)F)N2CCC(CCC2)(O)C)Cl